NC1=NC2=C(N1[C@H](CCCCNC(OCC1=CC=CC=C1)=O)C)C(=CC=C2)N2C(CCC2)=O benzyl (S)-(5-(2-amino-7-(2-oxopyrrolidin-1-yl)-1H-benzo[d]imidazol-1-yl)hexyl)carbamate